cobalt-nickel-chromium-iron oxide [O-2].[Fe+2].[Cr+3].[Ni+2].[Co+2]